(S)-S-(3-((4,11-diethyl-4-hydroxy-3,14-dioxo-3,4,12,14-tetrahydro-1H-pyrano[3',4':6,7]indolizino[1,2-b]quinolin-9-yl)oxy)propyl) ethanethioate C(C)(SCCCOC1=CC=2C(=C3C(=NC2C=C1)C1=CC2=C(C(N1C3)=O)COC([C@]2(O)CC)=O)CC)=O